FC=1C=C(C=C(C1)OC)N1N=CC(=C1)CC#N 2-(1-(3-fluoro-5-methoxyphenyl)-1H-pyrazol-4-yl)acetonitrile